S1C(=CC=C1)S(=O)(=O)NC1=CC2=C(N=C(S2)NC(=O)C2CCCC2)C=C1 N-(6-(thiophene-2-sulfonylamino)benzo[d]thiazol-2-yl)cyclopentanecarboxamide